(2R,3S,4S)-4-Hydroxy-3-(4,7,10-tris(2-(tert-butoxy)-2-oxoethyl)-1,4,7,10-tetraazacyclododecan-1-yl)pyrrolidin O[C@@H]1[C@H](CNC1)N1CCN(CCN(CCN(CC1)CC(OC(C)(C)C)=O)CC(OC(C)(C)C)=O)CC(=O)OC(C)(C)C